4-amino-2-hydroxymethylphenylboronic acid NC1=CC(=C(C=C1)B(O)O)CO